ClC(C(C(=O)O)(F)F)(C(C(C(Cl)(F)F)(Cl)F)(F)F)F 3,5,6-trichlorooctafluorohexanoic acid